3',5'-dichloro-4'-fluoro-biphenyl-2-ylamine ClC=1C=C(C=C(C1F)Cl)C1=C(C=CC=C1)N